OC(C)(C)C=1C=CC(=NC1)NC1=CC(=C(N=N1)C(=O)NC([2H])([2H])[2H])NC1=NC=CC(=C1OC)C1=NN(C=N1)C 6-{[5-(2-hydroxypropan-2-yl)pyridin-2-yl]amino}-4-{[3-methoxy-4-(1-methyl-1H-1,2,4-triazol-3-yl)pyridin-2-yl]amino}-N-(2H3)methylpyridazine-3-carboxamide